O=C1N(SC2=C1C=CC=C2)C(=O)OC2=CC=CC=C2 phenyl 3-oxo-benzo[d]isothiazole-2(3H)-carboxylate